C1(CC1)C=1C=2N(C=C(C1)C=1OC=NN1)C(=CN2)C=2C=CC(=NC2)NC(OC)=O methyl N-[5-[8-cyclopropyl-6-(1,3,4-oxadiazol-2-yl)imidazo[1,2-a]pyridin-3-yl]-2-pyridyl]carbamate